ClC=1C=C(C=CC1)C(C(C1=CC=C(C=C1)F)OC(NC(C(=O)NC(CC1C(NCC1)=O)C(C(=O)NC1CC1)=O)CC(C)C)=O)(C)C (1-((4-(cyclopropylamino)-3,4-dioxo-1-(2-oxopyrrolidin-3-yl)butan-2-yl)amino)-4-methyl-1-oxopentan-2-yl)carbamic acid 2-(3-chlorophenyl)-1-(4-fluorophenyl)-2-methylpropyl ester